IC1=CC=C(C[C@@H]2NC(OC2)=O)C=C1 (S)-4-(4-iodobenzyl)-2-oxazolidinone